FC(CC1=C(OCCN2C[C@H](N(CC2)C(=O)OC(C)(C)C)C)C=CC(=C1)NC(C(=O)OCC)(C)C)F (R)-tert-Butyl 4-(2-(2-(2,2-difluoroethyl)-4-((1-ethoxy-2-methyl-1-oxopropan-2-yl)amino)phenoxy)ethyl)-2-methylpiperazine-1-carboxylate